C(C1=CC=CC=C1)(=O)OC[C@H]1N(C(CC1)=O)C(=O)OC(C)(C)C tert-butyl (S)-2-((benzoyloxy)methyl)-5-oxopyrrolidine-1-carboxylate